NC=1C=2N(C3=CC(=C(C=C3N1)F)C(=O)N1[C@H](C[C@H](CC1)C)C1=CC=C(C=C1)C(F)(F)F)C=NC2 |r| Rac-(4-amino-7-fluoroimidazo[1,5-a]quinoxalin-8-yl)((2R,4S)-4-methyl-2-(4-(trifluoromethyl)phenyl)piperidin-1-yl)methanone